3-chloro-4-hydroxy-5-mercaptobenzoic acid methyl ester COC(C1=CC(=C(C(=C1)S)O)Cl)=O